BrC=1C=C2C(=CNC2=CC1)CC1=CNC2=CC=C(C=C12)O 3-((5-bromo-1H-indol-3-yl)methyl)-1H-indol-5-ol